2-[5-Fluoro-6-(1-methyl-1H-pyrazol-4-yl)-pyridin-3-yl]-pentanoic acid (5-chloro-pyrazin-2-yl)-amide ClC=1N=CC(=NC1)NC(C(CCC)C=1C=NC(=C(C1)F)C=1C=NN(C1)C)=O